4-chloro-6-((3-fluorophenyl)amino)-N-phenylpyridinamide ClC1=CC(=NC(=C1)NC1=CC(=CC=C1)F)C(=O)NC1=CC=CC=C1